Methyl 2-((2-phenyl)-ethynyl)-5-methylbenzoate C1(=CC=CC=C1)C#CC1=C(C(=O)OC)C=C(C=C1)C